O1C(OCC1)CCC(C(C)C)N1CC2(C1)CN(CC2)C=2N=CN=NC2OC2=C(C(=O)N(C(C)C)C(C)C)C=C(C=C2)F 2-((5-(2-(1-(1,3-dioxolan-2-yl)-4-methylpentan-3-yl)-2,6-diazaspiro[3.4]octan-6-yl)-1,2,4-triazin-6-yl)oxy)-5-fluoro-N,N-diisopropylbenzamide